2-(4-fluoro-2-methoxy-phenoxy)-N-(3-morpholinophenyl)-5-(trifluoromethyl)pyridine-3-carboxamide FC1=CC(=C(OC2=NC=C(C=C2C(=O)NC2=CC(=CC=C2)N2CCOCC2)C(F)(F)F)C=C1)OC